Gamma-L-Glutamyl-L-Cysteinylcholine N[C@@H](CCC(=O)N[C@@H](CS)C(=O)OCC[N+](C)(C)C)C(=O)O